C(=O)(O)[C@H](O)[C@@H](O)C(=O)O.C(C)C1=C(C=C(C(=C1)O)F)C1=CC(=C2C(=NNC2=C1)C=1NC2=C(CN(CC2)C(CN(C2CCOCC2)C)=O)N1)F 1-(2-(6-(2-ethyl-5-fluoro-4-hydroxyphenyl)-4-fluoro-1H-indazol-3-yl)-1,4,6,7-tetrahydro-5H-imidazo[4,5-c]pyridin-5-yl)-2-(methyl-(tetrahydro-2H-pyran-4-yl)amino)ethan-1-one L-tartrate